2-(butoxycarbonylamino)-4-[cyclopropyl-[4-(5,6,7,8-tetrahydro-1,8-naphthyridin-2-yl)butyl]amino]butanoic acid C(CCC)OC(=O)NC(C(=O)O)CCN(CCCCC1=NC=2NCCCC2C=C1)C1CC1